N1=CC=C(C=C1)C=1N(C=CN1)C1=CC=C(OCC2=NC3=C(N2C)C=CC=C3)C=C1 2-((4-(2-(pyridin-4-yl)-1H-imidazol-1-yl)phenoxy)methyl)-1-methyl-1H-benzo[d]imidazole